1-[3-(4-Bromo-2-methyl-2H-pyrazol-3-yl)-4-methoxyphenyl]-3-(3-trifluoromethylphenyl)-urea BrC1=C(N(N=C1)C)C=1C=C(C=CC1OC)NC(=O)NC1=CC(=CC=C1)C(F)(F)F